rac-(1S,2R,3R,5R)-3-amino-2-fluoro-1,5-dimethyl-8-azabicyclo[3.2.1]octane-8-carboxylic acid tert-butyl ester C(C)(C)(C)OC(=O)N1[C@@]2([C@@H]([C@@H](C[C@]1(CC2)C)N)F)C |r|